ClC1=C(C=C2C(=CNC2=C1)CCN(CCC)CC)F N-(2-(6-chloro-5-fluoro-1H-indol-3-yl)ethyl)-N-ethyl-propan-1-amine